N-(3-cyano-4-fluorophenyl)acetamide C(#N)C=1C=C(C=CC1F)NC(C)=O